ClC=1C(=C(C=CC1)NC(=O)C1=CC(=CC=2NC(=NC21)CCOC)NC(=O)C2=C(C=CC=C2)C(F)(F)F)C N-(3-chloro-2-methylphenyl)-2-(2-methoxyethyl)-6-({[2-(trifluoromethyl)phenyl]carbonyl}amino)-1H-benzoimidazole-4-carboxamide